FC=1C=C(C=C(C1OC1=CC=NC2=CC(=C(C=C12)OC)OCCN1CCOCC1)F)NC(C1=C(C=CC=C1)F)=O N-(3,5-difluoro-4-((6-methoxy-7-(2-morpholinoethoxy)quinolin-4-yl)oxy)phenyl)-2-fluorobenzamide